disodium dioxido-oxo-sulfanylidene-λ6-sulfane [O-]S(=S)(=O)[O-].[Na+].[Na+]